C(CCC)(=O)OC1CC(N(C(C1)(C)C)O)(C)C 1-hydroxy-2,2,6,6-tetramethylpiperidin-4-yl butyrate